1-(4-cyclobutylphenyl)imidazolidin-2-one C1(CCC1)C1=CC=C(C=C1)N1C(NCC1)=O